C(C)(C)(C)OC(=O)N1C(=CC2=CC(=C(C=C12)F)CP(=O)(OCC)OCC)C(=O)O 1-(tert-butoxycarbonyl)-5-((diethoxyphosphoryl)methyl)-6-fluoro-1H-indole-2-carboxylic acid